CC(C(N)C1=NC=CC=N1)C 2-methyl-1-(pyrimidin-2-yl)propan-1-amine